NNC(=S)NC1=C(C=CC=C1C)C 1-amino-3-(2,6-dimethylphenyl)thiourea